N-(6-((1H-pyrazol-1-yl)methyl)-4-methoxybenzo[d]isoxazol-3-yl)-5-methoxy-2,2-dimethylbenzo[d][1,3]dioxole-4-sulfonamide N1(N=CC=C1)CC1=CC2=C(C(=NO2)NS(=O)(=O)C2=C(C=CC=3OC(OC32)(C)C)OC)C(=C1)OC